3-(chloromethyl)-2-methyl-6-(1-methyl-5-(((tetrahydro-2H-pyran-2-yl)oxy)methyl)-1H-1,2,3-triazol-4-yl)pyridine ClCC=1C(=NC(=CC1)C=1N=NN(C1COC1OCCCC1)C)C